4-([2-hydroxy-3-tridecyloxypropyloxy]-2-hydroxyphenyl)-4,6-bis(2,4-dimethylphenyl)-1,3,5-triazine OC(COC=1C(=C(C=CC1)C1(NC=NC(=N1)C1=C(C=C(C=C1)C)C)C1=C(C=C(C=C1)C)C)O)COCCCCCCCCCCCCC